CC1N(CCNC1C)C(=O)O 2,3-dimethyl-piperazine-1-carboxylic acid